5-(2,4-difluorophenyl)-N-(piperidin-4-ylmethyl)isoxazole-3-carboxamide FC1=C(C=CC(=C1)F)C1=CC(=NO1)C(=O)NCC1CCNCC1